FC1(C(C12CCN(CC2)C(=O)OC(C)(C)C)C2=NOC(=C2)C2=C(C=C(C=C2)F)C(F)(F)F)F tert-butyl 1,1-difluoro-2-{5-[4-fluoro-2-(trifluoromethyl) phenyl] isoxazol-3-yl}-6-azaspiro[2.5]octane-6-carboxylate